CC1=CC=CC(=N1)C1=C(N=CN1)C=1C=C2C=C(C=NC2=CC1)N1C[C@@H](CC1)N (3R)-1-[6-[5-(6-methyl-2-pyridyl)-1H-imidazol-4-yl]-3-quinolyl]pyrrolidin-3-amine